(R)-3H-spiro[benzofuran-2,4'-piperidine] N1CCC2(CC1)OC1=C(C2)C=CC=C1